ClC=1C=C2C(=C3C4(NC(NC13)=O)CCCCC4)OC(=C2)CN2CCC(CC2)N2CCOCC2 5'-chloro-2'-{[4-(morpholin-4-yl)piperidin-1-yl]methyl}-7',8'-dihydro-6'H-spiro[cyclohexane-1,9'-furo[2,3-f]quinazoline]-7'-one